6-(6-(((1R,3r,5S)-1,5-dimethyl-8-azabicyclo[3.2.1]oct-6-en-3-yl)thio)-1,2,4-triazin-3-yl)isoquinolin-7-ol C[C@@]12CC(C[C@@](C=C1)(N2)C)SC2=CN=C(N=N2)C=2C=C1C=CN=CC1=CC2O